ONC(/C=C/C1=CC=C(C=C1)NC(=O)C1(CCOCC1)C1=CC2=CC=CC=C2C=C1)=O (E)-N-(4-(3-(hydroxyamino)-3-oxoprop-1-en-1-yl)phenyl)-4-(naphthalen-2-yl)tetrahydro-2H-pyran-4-carboxamide